lauroyl-alanine isopropyl ester C(C)(C)OC([C@@H](NC(CCCCCCCCCCC)=O)C)=O